Br.CN methylamine hydrogen bromide salt